methyl (S)-3-amino-3-(3-chloro-5-(trifluoromethyl)phenyl)propanoate hydrochloride Cl.N[C@@H](CC(=O)OC)C1=CC(=CC(=C1)C(F)(F)F)Cl